N1(C=NC=C1)C=1C=CC(=C(C1)O)C=1N=NC(=CC1)/C=C\1/C[C@@]2(CC[C@H](C1)N2)C 5-(1H-imidazol-1-yl)-2-(6-((E)-((1S,5R)-1-methyl-8-azabicyclo[3.2.1]octan-3-ylidene)methyl)pyridazin-3-yl)phenol